C(C1=CC=CC=C1)OC=1C=C2CC[C@H](CC2=C(C1N1S(NC(C1)=O)(=O)=O)F)NCCC1(CCC1)CN(C(=O)OC(C)(C)C)C(=O)OC(C)(C)C di-tert-butyl {[1-(2-{[(2R)-6-(benzyloxy)-8-fluoro-7-(1,1,4-trioxo-1λ6,2,5-thiadiazolidin-2-yl)-1,2,3,4-tetrahydronaphthalen-2-yl]amino}ethyl)cyclobutyl]methyl}-2-imidodicarbonate